NC1=NC=CC=C1C1=NC=2C(=NC(=CC2)C2=CC(N(C=C2)C)=O)N1C1=CC=C(C=C1)CO 4-(2-(2-aminopyridin-3-yl)-3-(4-(hydroxymethyl)phenyl)-3H-imidazo[4,5-b]pyridin-5-yl)-1-methylpyridin-2(1H)-one